ClC=1C=C(C=CC1)C1=CC(=CC=C1)C1=NC(=NC(=N1)C1=CC=CC=C1)C1=CC=C(C=C1)C1=CC(=CC=C1)C#N 4'-(4-(3'-chloro-[1,1'-biphenyl]-3-yl)-6-phenyl-1,3,5-triazin-2-yl)-[1,1'-biphenyl]-3-carbonitrile